ClC1=C(OCC2=C(C(=O)O)C=CC=C2)C=CC(=C1)C ((2-chloro-4-methylphenoxy)methyl)benzoic acid